ClC=1C(=NN2C1CNCCC2)NC 3-chloro-N-methyl-5,6,7,8-tetrahydro-4H-pyrazolo[1,5-a][1,4]diazepin-2-amine